O1CCOC2=NC=C(C=C21)C(C)N2C[C@@H](N(C[C@H]2C)C=2C=1C(N(C(C2)=O)C)=CN(N1)CC#N)C 2-(7-((2S,5R)-4-(1-(2,3-dihydro-[1,4]dioxino[2,3-b]pyridin-7-yl)ethyl)-2,5-dimethylpiperazin-1-yl)-4-methyl-5-oxo-4,5-dihydro-2H-pyrazolo[4,3-b]pyridin-2-yl)acetonitrile